ethyl 2-{6-chloro-8-oxa-3,5-diazatricyclo[7.4.0.02,7]trideca-1(9),2(7),3,5,10,12-hexaen-4-yl}acetate ClC1=NC(=NC=2C=3C=CC=CC3OC12)CC(=O)OCC